C(C)(C)(C)OC(=O)N1CCC(CC1)CNC1=NN2C(C=3OCCN(C13)C)=NC(=C2C2=CC=NC=C2)C 4-[(2,6-Dimethyl-3-pyridin-4-yl-7,8-dihydro-6H-9-oxa-1,3a,4,6-tetraaza-cyclopenta[a]naphthalen-5-ylamino)-methyl]-piperidine-1-carboxylic acid tert-butyl ester